6-bromoquinolin-2(1H)-one BrC=1C=C2C=CC(NC2=CC1)=O